pentachlorophenyl laurate (pentachlorophenyl laurate) ClC(C(C(C(=O)O)(C1=CC=CC=C1)Cl)(Cl)Cl)(CCCCCCCC)Cl.C(CCCCCCCCCCC)(=O)OC1=C(C(=C(C(=C1Cl)Cl)Cl)Cl)Cl